NC1=C(C=NN1C=1C=NC(=CC1C)OC1=C(C=CC=C1F)F)C(=O)C1=CC=2C=C3CCN(CC3=CC2N1)C1CNC1 (5-amino-1-{6-[(2,6-difluorophenyl)oxy]-4-methylpyridin-3-yl}pyrazol-4-yl)[7-(azetidin-3-yl)-5,6,7,8-tetrahydro-1H-pyrrolo[3,2-g]isoquinolin-2-yl]methanone